N1=CC(=C2N1C=CC=C2)N Pyrazolo[1,5-a]Pyridin-3-amine